N=1ON=C2C1C=CC=C2 2,1,3-benzoxadiazole